3,4-dihydro-2H-spiro[benzo[f][1,4]oxazepin-5,1'-cyclopropane]-8-amine C12(CC1)NCCOC1=C2C=CC(=C1)N